C(CCCCCCC\C=C/CCCCCCCC)(=O)O.OC[C@H](N)[C@H](O)\C=C\CCCCCCCCCCCCC sphingosine oleate